1-((R)-2-((1R,3aS,3bR,5aR,7R,10aS,10bR,12aS)-7-hydroxy-7,12a-dimethyloctadecahydrocyclohepta[a]cyclopenta[f]naphthalen-1-yl)propyl)-1H-pyrazole-4-carbonitrile O[C@]1(C[C@@H]2[C@@H]([C@H]3CC[C@]4([C@H]([C@@H]3CC2)CC[C@@H]4[C@H](CN4N=CC(=C4)C#N)C)C)CCC1)C